2-((1S,2S)-1-(2-chloro-5-fluorophenyl)-1-(5,6-dimethylpyrazin-2-yl)propan-2-yl)-5-hydroxy-N-(isoxazol-4-yl)-1-methyl-6-oxo-1,6-dihydropyrimidine-4-carboxamide ClC1=C(C=C(C=C1)F)[C@H]([C@H](C)C=1N(C(C(=C(N1)C(=O)NC=1C=NOC1)O)=O)C)C1=NC(=C(N=C1)C)C